NC1=CC(=C(OCCN(C2=NC=CC=C2)C)C=C1)F N-(2-(4-amino-2-fluorophenoxy)ethyl)-N-methylpyridin-2-amine